(3-((1S)-1-((1aR,3aR,3bS,5aS,6S,8aS,8bS,10aS)-10-methoxy-3a,5a-dimethylhexadecahydrocyclopenta[a]cyclopropa[2,3]cyclopenta[1,2-f]naphthalen-6-yl)ethoxy)pyridin-4-yl)methanol COC1[C@]23[C@@]([C@H]4CC[C@]5([C@H]([C@@H]4C1)CC[C@@H]5[C@H](C)OC=5C=NC=CC5CO)C)(CC[C@@H]2C3)C